[Cl-].C(CCCCCCCCCCC)[N+](OC=C)(C)C lauryl-dimethyl-(ethenoxy)ammonium chloride